3-isopropyl-5-[2-(2-oxo-2-piperazin-1-yl-ethoxy)-benzyl]-1,6-dihydro-pyrazolo[4,3-d]pyrimidin-7-one C(C)(C)C1=NNC2=C1N=C(NC2=O)CC2=C(C=CC=C2)OCC(N2CCNCC2)=O